tetrafluoro-1,4-benzoquinone FC1=C(C(C(=C(C1=O)F)F)=O)F